2-Bromopropionitril BrC(C#N)C